ClC=1C=C(C#N)C=C(C1)C(C)(C)C1=CC=C(C=C1)OCC1=NC(=NC=C1)N1CC2(C1)CCN(CC2)CC2CCNCC2 3-chloro-5-(2-(4-((2-(7-(piperidin-4-ylmethyl)-2,7-diazaspiro[3.5]nonan-2-yl)pyrimidin-4-yl)methoxy)phenyl)propan-2-yl)benzonitrile